isopropyl (R)-2-(((benzyloxy) carbonyl) amino)-2-(3-fluoro-4-(1H-tetrazol-1-yl) phenyl)-4,4-dimethylpentanoate C(C1=CC=CC=C1)OC(=O)N[C@](C(=O)OC(C)C)(CC(C)(C)C)C1=CC(=C(C=C1)N1N=NN=C1)F